BrC1=C(C(=O)C(=O)O)C=CC(=C1)Br 2,4-dibromobenzoyl-formic acid